C1CCC2=C(C=3CCCC3C=C12)NC(NS(=O)(=N)C=1OC(=C(C1)CN1C[C@H](CC1)CO)C)=O 3-(1,2,3,5,6,7-hexahydro-s-indacen-4-yl)-1-[(4-[[(3S)-3-(hydroxymethyl)pyrrolidin-1-yl]methyl]-5-methylfuran-2-yl)(imino)oxo-lambda6-sulfanyl]urea